(R)-2,8-Dimethyl-6-(1-methyl-6-oxo-1,6-dihydropyridin-3-yl)-4-((1-(3-(Trifluoromethoxy)phenyl)ethyl)amino)pyrido(2,3-d)pyrimidin-7(8H)-one CC=1N=C(C2=C(N1)N(C(C(=C2)C2=CN(C(C=C2)=O)C)=O)C)N[C@H](C)C2=CC(=CC=C2)OC(F)(F)F